O=C1NC(CCC1N1C(C2=CC(=C(C=C2C1=O)CN1CCC(CC1)C1=NC(=C(C(=O)N)C=C1)C1=CC=C(C=C1)OC1=CC=CC=C1)F)=O)=O 6-(1-((2-(2,6-dioxopiperidin-3-yl)-6-fluoro-1,3-dioxoisoindolin-5-yl)methyl)piperidin-4-yl)-2-(4-phenoxyphenyl)nicotinamide